Tri(pyrrolidinyl)silane N1(CCCC1)[SiH](N1CCCC1)N1CCCC1